O=C1C(CCCC1)=NNC(CC#N)=O Cyano-acetic acid (2-oxo-cyclohexylidene)-hydrazide